2-ethyl-2-(mercaptomethyl)-1,3-propanedithiol C(C)C(CS)(CS)CS